phenylethyl-isophthalic acid C1(=CC=CC=C1)CCC1=C(C(=O)O)C=CC=C1C(=O)O